{4-[4-(2-hydroxy-2-methyl-propylamino)-6-(6-trifluoromethyl-pyridin-2-yl)-[1,3,5]triazin-2-ylamino]-pyridin-2-yl}-2-methyl-propionitrile OC(CNC1=NC(=NC(=N1)C1=NC(=CC=C1)C(F)(F)F)NC1=CC(=NC=C1)C(C#N)(C)C)(C)C